5-cyclopropyl-1,2-oxazol-3-amine C1(CC1)C1=CC(=NO1)N